(S)-(4-(benzo[d]oxazol-2-yl)-6,7-dihydro-1H-imidazo[4,5-c]pyridin-5(4H)-yl)(5-(1-(difluoromethyl)-1H-pyrazol-4-yl)-1,3,4-oxadiazol-2-yl)methanone O1C(=NC2=C1C=CC=C2)[C@H]2N(CCC1=C2N=CN1)C(=O)C=1OC(=NN1)C=1C=NN(C1)C(F)F